C1(CO1)C1CC2C(CC1)O2 1,2-epoxy-4-(epoxyethyl)cyclohexane